CN(C1=CC=CC=C1)CCl N-methyl-N-chloromethyl-aniline